NC1=C(C=C(C=N1)C=1C=C2N(N1)CCC21CN(C1)C(=O)NC1(CCC1)C1=CC=NC=C1)C(F)(F)F 2'-[6-amino-5-(trifluoromethyl)pyridin-3-yl]-N-[1-(pyridin-4-yl)cyclobutyl]-5',6'-dihydrospiro[azetidine-3,4'-pyrrolo[1,2-b]pyrazole]-1-carboxamide